3-(4-(4-cyanophenyl)piperidine-1-carbonyl)-N-(6-(pyrrolidin-1-yl)pyridin-3-yl)benzamide C(#N)C1=CC=C(C=C1)C1CCN(CC1)C(=O)C=1C=C(C(=O)NC=2C=NC(=CC2)N2CCCC2)C=CC1